mono-n-butyl-aluminum C(CCC)[Al]